CC12C(=O)OC(C1CCC=C2)=O methyltetrahydrophthalic acid, anhydride